C(#N)C=1C=C(C=CC1OC)C=1N=C(SC1)C(=O)O (3-cyano-4-methoxyphenyl)thiazole-2-carboxylic acid